7-bromo-6-chloro-5-(2-(methylamino)ethoxy)quinazolin-4(3H)-one BrC1=C(C(=C2C(NC=NC2=C1)=O)OCCNC)Cl